C(C=C)[C@H]1N(CCC1)C1=C(C=C(C(=N1)C=1OC(=NN1)C(C(F)(F)F)(O)C1=C(C=CC(=C1)I)F)NC(OC(C)(C)C)=O)C(F)(F)F tert-butyl N-[6-[(2S)-2-allylpyrrolidin-1-yl]-2-[5-[2,2,2-trifluoro-1-(2-fluoro-5-iodo-phenyl)-1-hydroxy-ethyl]-1,3,4-oxadiazol-2-yl]-5-(trifluoromethyl)-3-pyridyl]carbamate